2-methylphenyl-piperazine-1-carboxylic acid tert-butyl ester C(C)(C)(C)OC(=O)N1C(CNCC1)C1=C(C=CC=C1)C